(4-(((3R,4R)-1-(2-cyanoacetyl)-4-methylpiperidin-3-yl)(methyl)amino)-7H-pyrrolo[2,3-d]pyrimidin-7-yl)methyl-2-(1,8-diethyl-1,3,4,9-tetrahydropyrano[3,4-b]indol-1-yl)acetate C(#N)CC(=O)N1C[C@@H]([C@@H](CC1)C)N(C=1C2=C(N=CN1)N(C=C2)COC(CC2(OCCC1=C2NC2=C(C=CC=C12)CC)CC)=O)C